C(CCCCCCC\C=C/C\C=C/CCCCC)(=O)OCC(COC(CCC(OCCCC\C=C/CC)OCCCC\C=C/CC)=O)COC(CCNCCC1N(CCC1)C)=O 3-((4,4-bis(((Z)-oct-5-en-1-yl)oxy)butanoyl)oxy)-2-(((3-((2-(1-methylpyrrolidin-2-yl)ethyl)amino)propanoyl)oxy)methyl)propyl (9Z,12Z)-octadeca-9,12-dienoate